5-[7-[4-(N-Boc-aminomethyl)anilino]-3-methyl-imidazo[4,5-b]pyridin-5-yl]oxy-4-methyl-pyridine-2-carbonitrile C(=O)(OC(C)(C)C)NCC1=CC=C(NC2=C3C(=NC(=C2)OC=2C(=CC(=NC2)C#N)C)N(C=N3)C)C=C1